O[C@H]1CN(CCC1)C(CNC(=O)C1=CC2=C(N(C(=N2)NC=2SC3=C(N2)C=CC(=C3)C(F)(F)F)C)C=C1)=O 1-Methyl-2-(6-trifluoromethyl-benzothiazol-2-ylamino)-1H-benzoimidazole-5-carboxylic acid [2-((R)-3-hydroxy-piperidin-1-yl)-2-oxo-ethyl]-amide